ethyl-2-ethylhexanoate C(C)OC(C(CCCC)CC)=O